bismuth tin-copper [Cu].[Sn].[Bi]